5,6-difluoro-3-formyl-1-methyl-1H-indole-2-carboxylic acid FC=1C=C2C(=C(N(C2=CC1F)C)C(=O)O)C=O